3-(1-benzyl-1H-pyrazol-4-yl)-6-(8-(6-fluorobenzo[d]thiazol-2-ylcarbamoyl)-3,4-dihydroisoquinolin-2(1H)-yl)picolinic acid tert-butyl ester C(C)(C)(C)OC(C1=NC(=CC=C1C=1C=NN(C1)CC1=CC=CC=C1)N1CC2=C(C=CC=C2CC1)C(NC=1SC2=C(N1)C=CC(=C2)F)=O)=O